C[C@@H]1CC[C@H](N(C1)C(C(=O)NC=1C=C(C=NC1)C(=O)N)=O)C=1C=C2CCCNC2=CC1 5-[[2-[(2S,5R)-5-methyl-2-(1,2,3,4-tetrahydroquinolin-6-yl)-1-piperidyl]-2-oxo-acetyl]amino]pyridine-3-carboxamide